C(C1=CC=CC=C1)N1CC=2NC(CN(C2CC1)C(=O)OC(C)(C)C)=O tert-butyl 6-benzyl-3-oxo-4,5,7,8-tetrahydro-2H-pyrido[3,4-b]pyrazine-1-carboxylate